5-(3-amino-2-fluoro-phenyl)-7-(1-cyclopropyl-piperidin-4-yl)-7H-pyrrolo[2,3-d]pyrimidin-4-ylamine NC=1C(=C(C=CC1)C1=CN(C=2N=CN=C(C21)N)C2CCN(CC2)C2CC2)F